C(=O)(O)C1=C2N=CC=NC2=CC=C1 5-carboxyquinoxaline